N-(2-(aminomethyl)-1,3-dioxan-5-yl)-4-((3-(4-methoxyphenyl)imidazo[1,2-a]pyrazin-8-yl)amino)-2-methyl-benzamide NCC1OCC(CO1)NC(C1=C(C=C(C=C1)NC=1C=2N(C=CN1)C(=CN2)C2=CC=C(C=C2)OC)C)=O